NCCCN1C=CC=C1 N-(aminopropyl)pyrrole